C1CCC2=C(C=3CCCC3C=C12)NC(=O)NS(=O)(=O)/C=C/[C@]1(N(CCC1)C(=O)OC(C)(C)C)C tert-butyl (S,E)-2-(2-(N-((1,2,3,5,6,7-hexahydro-s-indacen-4-yl)carbamoyl)sulfamoyl) vinyl)-2-methylpyrrolidine-1-carboxylate